CC1N(CC2(CCC2)C1)S(=O)(=O)C1=NN=C(S1)NC(C)=O N-(5-((7-Methyl-6-azaspiro[3.4]octan-6-yl)sulfonyl)-1,3,4-thiadiazol-2-yl)acetamide